4-isopropylphenyl-1,3-propylene glycol C(C)(C)C1=CC=C(C=C1)C(CCO)O